O=C(C=C)NC(=C)C(N1CCCCC1)=O 3-oxo-3-((3-oxo-3-(piperidin-1-yl)prop-1-en-2-yl)amino)prop-1-en